acryloyloxyethyl-tetraethylene glycol isocyanate [N-]=C=O.C(C=C)(=O)OCCC(COCCOCCOCCO)O